14-(((S)-1-((2S,4R)-4-hydroxy-2-(((S)-1-(4-(4-methylthiazol-5-yl)phenyl)ethyl)carbamoyl)pyrrolidin-1-yl)-3,3-dimethyl-1-oxobutan-2-yl)amino)-14-oxotetradecanoic acid O[C@@H]1C[C@H](N(C1)C([C@H](C(C)(C)C)NC(CCCCCCCCCCCCC(=O)O)=O)=O)C(N[C@@H](C)C1=CC=C(C=C1)C1=C(N=CS1)C)=O